ethyl 3-(3-methoxyphenyl)-3-oxopropionate COC=1C=C(C=CC1)C(CC(=O)OCC)=O